C(C)(C)(C)O[C@H](C)[C@@H]1N=C(C2=C(N(C1=O)CC(=O)O)C=CC(=C2)Cl)C2=CC=CC=C2 2-((S)-3-((R)-1-(tert-butoxy)ethyl)-7-chloro-2-oxo-5-phenyl-2,3-dihydro-1H-benzo[e][1,4]diazepin-1-yl)acetic acid